FC(OC=1C=C(CN2CCC(CC2)(O)C=2C=C3C(N(C(C3=CC2)=O)C2C(NC(CC2)=O)=O)=O)C=CC1)F 5-(1-(3-(difluoromethoxy)benzyl)-4-hydroxypiperidin-4-yl)-2-(2,6-dioxopiperidin-3-yl)isoindoline-1,3-dione